S(=O)(=O)(C1=CC=C(C)C=C1)N1C=C(C=2C1=CN=CC2)C2=CC(=NC=C2)N 4-(1-tosyl-1H-pyrrolo[2,3-c]pyridin-3-yl)pyridin-2-amine